6-(hydroxymethyl)tetrahydro-2H-pyran-3-carbaldehyde OCC1CCC(CO1)C=O